NC=1C2=C(N=CN1)N(C(=C2C=2C=NC(=CC2)N2N=CC(=C2)CC)C2=CC=C(C=C2)NC(C(=C)C)=O)C N-(4-(4-amino-5-(6-(4-ethyl-1H-pyrazol-1-yl)pyridin-3-yl)-7-methyl-7H-pyrrolo[2,3-d]pyrimidin-6-yl)phenyl)methacrylamide